C(CC)S(=O)(=O)NC1=CC(=C(C=C1)C1=C2C(=NC(=C1)NC(=O)C1CC1)NC=C2)C(F)(F)F N-(4-(4-(propylsulfonylamino)-2-(trifluoromethyl)phenyl)-1H-pyrrolo[2,3-b]pyridin-6-yl)cyclopropylcarboxamide